5-(benzyloxy)-2,2-dimethyl-4H-benzo[d][1,3]dioxin-4-one C(C1=CC=CC=C1)OC1=CC=CC=2OC(OC(C21)=O)(C)C